ClC=1C(=NC(=NC1)N1C[C@H](C(CC1)(F)F)C)NC1=CC=2C3=C(C(N(C2C=C1)C)=O)OCC[C@@H](N3)C3CC3 (R)-10-((5-chloro-2-((R)-4,4-difluoro-3-methylpiperidin-1-yl)pyrimidin-4-yl)amino)-2-cyclopropyl-7-methyl-1,2,3,4-tetrahydro-[1,4]oxazepino[2,3-c]quinolin-6(7H)-one